17β-hydroxyandrost-4-ene-3,16-dione O[C@@H]1[C@]2(C)[C@@H](CC1=O)[C@@H]1CCC3=CC(CC[C@]3(C)[C@H]1CC2)=O